C(CC)N(CCCCC(CCCCCCC(C(=O)[O-])(CCC(CC(C)(C)C)C)C(C)CC(C)(C)C)(CCCCCCC(C(=O)[O-])(CCC(CC(C)(C)C)C)C(C)CC(C)(C)C)O)CCC 7-(4-(dipropylamino) butyl)-7-hydroxytridecane-1,13-diylbis(2-(4,4-dimethylpentane-2-yl)-5,7,7-trimethyloctanoate)